N-(4-((2-amino-3-chloropyridin-4-yl)oxy)-3-fluorophenyl)-1-(pyridazin-3-yl)-5-(trifluoromethyl)-1H-pyrazole-4-carboxamide NC1=NC=CC(=C1Cl)OC1=C(C=C(C=C1)NC(=O)C=1C=NN(C1C(F)(F)F)C=1N=NC=CC1)F